6-[1-(prop-2-yl)-1H-pyrazol-4-yl]pyrido[3,2-d]pyrimidine-8-carboxamide CC(C)N1N=CC(=C1)C=1C=C(C=2N=CN=CC2N1)C(=O)N